N-[(3R,4R)-4-[4-(3-chloro-2-hydroxybenzoyl)benzamido]pyrrolidin-3-yl]pyridine-4-carboxamide ClC=1C(=C(C(=O)C2=CC=C(C(=O)N[C@H]3[C@@H](CNC3)NC(=O)C3=CC=NC=C3)C=C2)C=CC1)O